2-[[4-chloro-2-[[2-[2-oxo-3-(3-oxo-4H-pyrido[3,2-b][1,4]oxazin-6-yl)-1,3-oxazolidin-5-yl]ethylamino]methyl]-2,3-dihydro-1H-inden-5-yl]oxy]-N-methylacetamide ClC1=C2CC(CC2=CC=C1OCC(=O)NC)CNCCC1CN(C(O1)=O)C=1C=CC=2OCC(NC2N1)=O